C(=O)C=1C=CC2=CN(N=C2C1)C1CCC(CC1)C(=O)OC (1R,4R)-methyl 4-(6-formyl-2H-indazol-2-yl)cyclohexanecarboxylate